2-(benzyloxy)-4-bromo-5-fluorobenzoic acid C(C1=CC=CC=C1)OC1=C(C(=O)O)C=C(C(=C1)Br)F